CC1=NC(=CC=C1C=1CCCC2=C(C1C1=CC(=C(C=C1)CC1CN(C1)CCCF)F)C=CC=C2)C 8-(2,6-Dimethylpyridin-3-yl)-9-(3-fluoro-4-((1-(3-fluoropropyl)azetidin-3-yl)methyl)phenyl)-6,7-dihydro-5H-benzo[7]annulen